2-(azetidin-1-yl)-7-iodoquinoline N1(CCC1)C1=NC2=CC(=CC=C2C=C1)I